4-(2-((6-chloroisoquinolin-1-yl)oxy)ethyl)morpholine ClC=1C=C2C=CN=C(C2=CC1)OCCN1CCOCC1